OC1=CC=C(C=C1)C(=O)C(=O)C1=CC=C(C=C1)O 4,4'-dihydroxybenzil